chromium (iii) chloride [Cl-].[Cr+3].[Cl-].[Cl-]